tert-Butyl 4-[2-cyclopropyl-1-[4-[(1S)-1-[(2,2,2-trifluoroacetyl)amino]ethyl]phenyl]ethyl]piperazine-1-carboxylate C1(CC1)CC(C1=CC=C(C=C1)[C@H](C)NC(C(F)(F)F)=O)N1CCN(CC1)C(=O)OC(C)(C)C